4-((2-(3,4-dimethoxyphenyl)-3-isopropyl-1H-indol-5-yl)amino)cyclohexanone di((Z)-non-2-en-1-yl) 8,8'-((4-aminobutyl)azanediyl)bis(7-((tert-butyldimethylsilyl)oxy)octanoate) NCCCCN(CC(CCCCCC(=O)OC\C=C/CCCCCC)O[Si](C)(C)C(C)(C)C)CC(CCCCCC(=O)OC\C=C/CCCCCC)O[Si](C)(C)C(C)(C)C.COC=1C=C(C=CC1OC)C=1NC2=CC=C(C=C2C1C(C)C)NC1CCC(CC1)=O